2-(((1R,3S)-3-(6-Amino-1-oxoisoindolin-2-yl)cyclohexyl)amino)-4-(dimethylamino)pyrimidine-5-carbonitrile NC1=CC=C2CN(C(C2=C1)=O)[C@@H]1C[C@@H](CCC1)NC1=NC=C(C(=N1)N(C)C)C#N